C(C)OC1=CC=C(C(=N1)C1=NC2=C(C=NC(=C2)C(F)(F)F)N1C)S(=O)(=O)CC 2-[6-Ethoxy-3-(ethylsulfonyl)pyridin-2-yl]-3-methyl-6-(trifluoromethyl)-3H-imidazo[4,5-c]pyridine